5-(5-(5-chloro-1-methyl-2-oxo-1,2-dihydropyridin-3-yl)-6-(4-chlorophenyl)-1-ethyl-4-oxo-1,4,5,6-tetrahydropyrrolo[3,4-d]imidazol-2-yl)-6-methoxynicotinic acid ClC=1C=C(C(N(C1)C)=O)N1C(C=2N(C(=NC2C1=O)C=1C(=NC=C(C(=O)O)C1)OC)CC)C1=CC=C(C=C1)Cl